Cl.N[C@H](C(=O)NCC1=CC=C(C=C1)C(C)C)CCC(=O)N (2S)-2-amino-N-[(4-isopropylphenyl)methyl]pentanediamide hydrochloride